BrC1=CC(=C(C=C1)S(=O)(=O)N1C[C@@H]([C@@](C1)(CO)O)OC1=CC(=C(C#N)C=C1)F)C(F)(F)F 4-(((3S,4R)-1-((4-bromo-2-(trifluoromethyl)phenyl)sulfonyl)-4-hydroxy-4-(hydroxymethyl)pyrrolidin-3-yl)oxy)-2-fluorobenzonitrile